(3S,4S,5R)-5-((6-chloro-4-(cyclopentylamino)-1H-pyrazolo[3,4-d]pyrimidin-1-yl)methyl)tetrahydrofuran-2,3,4-triacetate ClC1=NC(=C2C(=N1)N(N=C2)C[C@H]2[C@H]([C@@H](C(O2)CC(=O)[O-])CC(=O)[O-])CC(=O)[O-])NC2CCCC2